2-(2,4-dimethoxybenzyl)pyridine-2,3-diamine COC1=C(CC2(NC=CC=C2N)N)C=CC(=C1)OC